C1(CCCCC1)C1CCN(CC1)S(=O)(=O)N1C=[N+](C=C1)C 1-((4-cyclohexylpiperidin-1-yl)sulfonyl)-3-methyl-1H-imidazol-3-ium